((1R,5S,6s)-6-((4-(2-aminopropan-2-yl)-6-(2,4-difluorophenyl)pyridin-2-yl)oxy)-3-azabicyclo[3.1.0]hexan-3-yl)(4-cyclopropyl-[2,4'-bithiazol]-5-yl)methanone NC(C)(C)C1=CC(=NC(=C1)C1=C(C=C(C=C1)F)F)OC1[C@@H]2CN(C[C@H]12)C(=O)C1=C(N=C(S1)C=1N=CSC1)C1CC1